2-amino-N-(4-(3-((2S,6S)-2,6-dimethylmorpholino)phenyl)thiazol-2-yl)acetamide NCC(=O)NC=1SC=C(N1)C1=CC(=CC=C1)N1C[C@@H](O[C@H](C1)C)C